FC=1C=CC(=NC1)C=1N=C(C2=C(N1)SC(=N2)C)NCCCC2=CC=CC=C2 5-(5-fluoropyridin-2-yl)-2-methyl-N-(3-phenylpropyl)thiazolo[5,4-d]pyrimidin-7-amine